3-(5-(8-((4'-fluoro-5,5-dimethyl-3,4,5,6-tetrahydro-[1,1'-biphenyl]-2-yl)methyl)-3,8-diazabicyclo[3.2.1]octan-3-yl)-1-oxoisoindolin-2-yl)piperidine-2,6-dione FC1=CC=C(C=C1)C1=C(CCC(C1)(C)C)CN1C2CN(CC1CC2)C=2C=C1CN(C(C1=CC2)=O)C2C(NC(CC2)=O)=O